1-[(8aR)-5-(5-methyl-1H-indazol-4-yl)-8a,9,11,12-tetrahydropyrazino[2',1':3,4][1,4]-oxazepino[5,6,7-de]quinazolin-10(8H)-yl]prop-2-en-1-one CC=1C(=C2C=NNC2=CC1)C=1C=C2C3=C(N=CN=C3C1)N1[C@@H](CO2)CN(CC1)C(C=C)=O